[Si](C)(C)(C(C)(C)C)OC[C@H](C(=O)OC)N1CCS(CC1)(=O)=O methyl (R)-3-((tert-butyldimethylsilyl)oxy)-2-(1,1-dioxido thiomorpholino)propanoate